5-(5-(3,5-dichloro-4-fluorophenyl)-5-(trifluoromethyl)-4,5-dihydroisoxazol-3-yl)-N-isobutyl-3-methyl-5,6-dihydro-4H-thieno[2,3-c]pyrrole-2-carbothioamide ClC=1C=C(C=C(C1F)Cl)C1(CC(=NO1)N1CC2=C(C1)C(=C(S2)C(NCC(C)C)=S)C)C(F)(F)F